3-(2-(4-chlorobutyloxy)benzyloxy)-N-(pyridin-3-yl)thiophene-2-carboxamide ClCCCCOC1=C(COC2=C(SC=C2)C(=O)NC=2C=NC=CC2)C=CC=C1